1,3-bis(diphenylphosphino)propane nickel dichloride Cl[Ni]1([P](CCC[P]1(C1=CC=CC=C1)C1=CC=CC=C1)(C1=CC=CC=C1)C1=CC=CC=C1)Cl